1-(2-(3-oxa-6-azabicyclo[3.1.1]heptan-6-yl)ethyl)-N-(4,4-difluorocyclohexyl)-4-hydroxy-2-oxo-1,2-dihydro-1,8-naphthyridine-3-carboxamide C12COCC(N1CCN1C(C(=C(C3=CC=CN=C13)O)C(=O)NC1CCC(CC1)(F)F)=O)C2